2-(4-{2-[(2,3-dihydro-1H-inden-2-yl)amino]pyrimidin-5-yl}-3-(pyridin-2-yl)-1H-pyrazol-1-yl)-1-{1H,4H,5H,6H,7H-[1,2,3]triazolo[4,5-c]pyridin-5-yl}ethan-1-one C1C(CC2=CC=CC=C12)NC1=NC=C(C=N1)C=1C(=NN(C1)CC(=O)N1CC2=C(CC1)NN=N2)C2=NC=CC=C2